C(#N)C1=C(C[C@H](N)C(=O)O)C=CC=C1 L-2-Cyanophenylalanine